methyl 5,6,7,8-tetrahydro-imidazo[1,5-a]pyrazine-1-carboxylate C=1(N=CN2C1CNCC2)C(=O)OC